[[4-amino-5-(pyridine-4-carbonyl)thiazol-2-yl]-(2,2-difluoro-1,3-benzodioxol-5-yl)amino]propanamide NC=1N=C(SC1C(=O)C1=CC=NC=C1)N(C1=CC2=C(OC(O2)(F)F)C=C1)C(C(=O)N)C